(1S)-4-(4,4-difluorocyclohexyl)-2,2-difluoro-7-(trifluoromethylsulfanyl)indan-1-ol FC1(CCC(CC1)C1=C2CC([C@H](C2=C(C=C1)SC(F)(F)F)O)(F)F)F